C(#N)N1C[C@@H](C[C@H]1COC)NC(=O)C=1OC(=CN1)C1=C(C=CC(=C1)C(F)(F)F)OC1CC1 N-((3R,5S)-1-cyano-5-(methoxymethyl)pyrrolidin-3-yl)-5-(2-cyclopropoxy-5-(trifluoromethyl)phenyl)-oxazole-2-carboxamide